1-(4-trifluoromethyl-phenyl)-1-ethanol FC(C1=CC=C(C=C1)C(C)O)(F)F